FC1(C(C1)C1=C(C=CC(=N1)C(=O)NC=1C(=C(C=2N(C1)C=C(N2)C2CCNCC2)F)C(C)(C)O)F)F 6-(2,2-difluorocyclopropyl)-5-fluoro-N-(8-fluoro-7-(2-hydroxypropan-2-yl)-2-(piperidin-4-yl)imidazo(1,2-a)pyridin-6-yl)pyridineamide